Cl.FC=1C=C(CN2C(N(C(C23CCNCC3)=O)C3=NC=CC(=C3)C(F)(F)F)=O)C=CC1F 1-(3,4-difluorobenzyl)-3-(4-(trifluoromethyl)pyridin-2-yl)-1,3,8-triazaspiro[4.5]decane-2,4-dione hydrochloride